N-[4-[[(1S,5R)-3-azabicyclo[3.1.0]hex-6-yl]carbamoyl]-3-chloro-phenyl]-1-methyl-5-[1-pyrimidin-2-yl-3-(trifluoromethyl)pyrazol-4-yl]imidazole-2-carboxamide [C@H]12CNC[C@@H]2C1NC(=O)C1=C(C=C(C=C1)NC(=O)C=1N(C(=CN1)C=1C(=NN(C1)C1=NC=CC=N1)C(F)(F)F)C)Cl